8-[(2S,5R)-4-{[2-fluoro-6-(trifluoromethyl)phenyl]methyl}-2,5-dimethylpiperazin-1-yl]-5-methyl-6-oxo-5,6-dihydro-1,5-naphthyridine-2-carbonitrile FC1=C(C(=CC=C1)C(F)(F)F)CN1C[C@@H](N(C[C@H]1C)C1=CC(N(C=2C=CC(=NC12)C#N)C)=O)C